tert-butyl 4-(2-((5-(7,7-difluoro-2-(methylsulfonyl)-6,7-dihydro-5H-cyclopenta[d]pyrimidin-4-yl)pyridin-2-yl)oxy)acetyl)piperazine-1-carboxylate FC1(CCC2=C1N=C(N=C2C=2C=CC(=NC2)OCC(=O)N2CCN(CC2)C(=O)OC(C)(C)C)S(=O)(=O)C)F